N1(CCNCC1)[Sn] Piperazinyl-tin